N-(tert-butyl)-5-isobutyl-4-methylthiophene-2-sulfonamide C(C)(C)(C)NS(=O)(=O)C=1SC(=C(C1)C)CC(C)C